NN1C(N(N=C1OCC)C(=O)NC(C)(C)C)=O 4-amino-5-ethoxy-2-(1,1-dimethyl-ethyl-aminocarbonyl)-2,4-dihydro-3H-1,2,4-triazol-3-one